potassium (2-methoxyethyl)trifluoroborate COCC[B-](F)(F)F.[K+]